C(C)(C)(C)OC(=O)N(CC#CC1=C(C=CC(=C1)F)NC1=C(C(=O)OC)C=C(C(=C1)F)C(F)(F)F)C1=NC(=CC=C1[N+](=O)[O-])OC methyl 2-((2-(3-((tert-butoxycarbonyl) (6-methoxy-3-nitropyridin-2-yl)-amino) prop-1-yn-1-yl)-4-fluorophenyl) amino)-4-fluoro-5-(trifluoromethyl)-benzoate